CC1(CC(C=2C=CC=NC2C1)=O)C 7,7-dimethyl-5,6,7,8-tetrahydroquinolin-5-one